1-(6-(benzyloxy)-7-(4-hydroxybenzyl)-7H-purin-2-yl)-1H-pyrazole-4-carboxylic acid ethyl ester C(C)OC(=O)C=1C=NN(C1)C1=NC(=C2N(C=NC2=N1)CC1=CC=C(C=C1)O)OCC1=CC=CC=C1